C(C1=CC=CC=C1)OC1=C(C=C(C=C1)C1=CN=CC(=N1)C1=CC(=CS1)N)OC 5-(6-(4-(benzyloxy)-3-methoxyphenyl)pyrazin-2-yl)thiophen-3-amine